C(CCCCCCCCCC)NN n-undecyl-hydrazine